C(C(C(=O)O)N)/C(=C/C(C(=O)O)O)/C=C=O The molecule is an amino dicarboxylic acid that is (Z)-6-aminohept-3-enedioic acid carrying additional hydroxy and oxovinyl substituents at positions 2 and 4 respectively. It is an amino dicarboxylic acid, an oxo dicarboxylic acid, a ketene, a secondary allylic alcohol and an alanine derivative.